O=C1OC(C2=C1C=CC(=C2)OC=2C=C(OC1=CC=3C(=COC3)C=C1)C=CC2)=O 5-[3-[(1,3-dioxo-2-benzofuran-5-yl)oxy]phenoxy]-2-benzofuran